FC(CCN1CC(C1)CC1=CC=C(C=C1)C1=C(CCCC2=C1C=CC=C2)C2=C(C(=CC=C2)F)C(F)(F)F)F 9-(4-((1-(3,3-Difluoropropyl)azetidin-3-yl)methyl)phenyl)-8-(3-fluoro-2-(trifluoromethyl)phenyl)-6,7-dihydro-5H-benzo[7]annulen